C=CC (E)-propen